FC=1C=NC=2OC(C3C4CCC(CN3C3=NC(=CC1C32)C3COC3)N4C(=O)[O-])C 14-fluoro-9-methyl-17-(oxetan-3-yl)-10-oxa-2,12,18,20-tetrazapentacyclo[9.7.1.14,7.02,8.015,19]icosa-1(18),11(19),12,14,16-pentaene-20-carboxylate